2-(4-(3-tert-Butoxy-2,2-dimethyl-3-oxopropyl)phenyl)acetic acid C(C)(C)(C)OC(C(CC1=CC=C(C=C1)CC(=O)O)(C)C)=O